8-Hydroxyquinoline Tert-butyl-(R)-(6-(5-(((1-(2,5-difluoropyridin-3-yl)ethoxy)carbonyl)amino)-1-methyl-1H-1,2,3-triazol-4-yl)-5-fluoropyridin-3-yl)carbamate C(C)(C)(C)N(C(O)=O)C=1C=NC(=C(C1)F)C=1N=NN(C1NC(=O)O[C@H](C)C=1C(=NC=C(C1)F)F)C.OC=1C=CC=C2C=CC=NC12